NC1=C2C=NC(=NC2=CC(=C1F)C1=C(C2=C(OCCN2)N=C1)C)NC1=CC=C(C=C1)CCC#N 3-(4-{[5-amino-6-fluoro-7-(8-methyl-2,3-dihydro-1H-pyrido[2,3-b][1,4]oxazin-7-yl)quinazolin-2-yl]amino}phenyl)propanenitrile